chloro-3-methyl-methylaniline methyl-2-((2S,4aS,8aS)-3-oxodecahydroquinoxalin-2-yl)acetate COC(C[C@@H]1N[C@H]2CCCC[C@@H]2NC1=O)=O.ClN(C1=CC(=CC=C1)C)C